CN1C(N(C(C=2N(C(=NC12)S(=O)(=O)C)C)=O)CCC1=CC=CC=C1)=O 3,7-dimethyl-8-(methylsulfonyl)-1-phenethyl-1H-purine-2,6(3H,7H)-dione